5-(4-(4-Isopropylpiperazin-1-yl)phenyl)-6-(thiophen-3-yl)-7,8-dihydronaphthalen-2-ol C(C)(C)N1CCN(CC1)C1=CC=C(C=C1)C=1C=2C=CC(=CC2CCC1C1=CSC=C1)O